ClC=1C=C2CCC(CC2=CC1)NC[C@@H]1CC[C@H](CC1)NC(COC1=CC=C(C=C1)Cl)=O trans-N-(4-(((6-chloro-1,2,3,4-tetrahydronaphthalen-2-yl)amino)methyl)cyclohexyl)-2-(4-chlorophenoxy)acetamide